[Ga].[Cu].[Pt] platinum-copper-gallium